3-oxabicyclo[3.2.0]heptane-2,4-dione C12C(OC(C2CC1)=O)=O